6-nitrothieno[3,2-b]pyridin-7-ol [N+](=O)([O-])C=1C(=C2C(=NC1)C=CS2)O